tert-butyl (2S)-2-[(3R)-3-[[(benzyloxy)carbonyl]amino]-2-oxopyrrolidin-1-yl]-3-methylbutanoate C(C1=CC=CC=C1)OC(=O)N[C@H]1C(N(CC1)[C@H](C(=O)OC(C)(C)C)C(C)C)=O